pentadiene diisocyanate [N-]=C=O.[N-]=C=O.C=CC=CC